OCC1N(C([NH+](C1)C)C)C 4-hydroxymethyl-1,2,3-trimethylimidazolinium